C(C)NC1CCN(CC1)C1=NC=C(C=2C1=NC=CN2)C(=O)NC=2C=C(C=1N(C2)C=C(N1)C)F 5-[4-(ethylamino)-1-piperidyl]-N-(8-fluoro-2-methyl-imidazo[1,2-a]pyridin-6-yl)pyrido[3,4-b]pyrazine-8-carboxamide